4-(3-chlorophenyl)-2,3-diphenyl-pyrimidine ClC=1C=C(C=CC1)C=1N(C(N=CC1)C1=CC=CC=C1)C1=CC=CC=C1